C(#N)C1=CN=CN1C[C@H](C(=O)OCC)OC(NC1=C2CCCC2=CC=2CCCC12)=O ethyl (2R)-3-(5-cyanoimidazol-1-yl)-2-(1,2,3,5,6,7-hexahydro-s-indacen-4-ylcarbamoyloxy)propanoate